5-(2-Bromoethoxy)-N-(1-(7-methoxyquinolin-5-yl)cyclopropyl)-2-methylbenzamide BrCCOC=1C=CC(=C(C(=O)NC2(CC2)C2=C3C=CC=NC3=CC(=C2)OC)C1)C